N1(CCOCC1)C1=CC=C(C=C)C=C1 para-morpholinyl-styrene